ethyl-tris(2-methoxyethoxy)silane tert-butyl-2'-(6-fluoroquinolin-3-yl)-5',6'-dihydrospiro[azetidine-3,4'-pyrrolo[1,2-b]pyrazole]-1-carboxylate C(C)(C)(C)OC(=O)N1CC2(CCN3N=C(C=C32)C=3C=NC2=CC=C(C=C2C3)F)C1.C(C)[Si](OCCOC)(OCCOC)OCCOC